C(#N)N1C[C@@H](CC1)NC(=O)C1=NC=CC(=C1)N(C)CC(C)C (R)-N-(1-cyanopyrrolidin-3-yl)-4-(N-methylisobutylamino)pyridineamide